3,4,5-triaminopyridine NC=1C=NC=C(C1N)N